C1(CC1)C=1N=NN(C1)[C@@H](C(=O)N1C(CC(C1)O)C(=O)NC1CC2(C1)C(NCC2)=O)C(C)(C)C 1-[(2R)-2-(4-cyclopropyl-triazol-1-yl)-3,3-dimethyl-butyryl]-4-hydroxy-N-(5-oxo-6-azaspiro[3.4]octane-2-yl)pyrrolidine-2-carboxamide